COC1=CC=C(C=N1)C1COC2=C(O1)C=CC(=C2)C/C(/C#N)=C/NC2=CC=CC=C2 (Z)-2-((2-(6-methoxypyridin-3-yl)-2,3-dihydrobenzo[b][1,4]dioxin-6-yl)methyl)-3-(phenylamino)acrylonitrile